FC(C1=NC2=CC=CC=C2C(=N1)SCC(=O)C1=CC=C(S1)CNC(C(C)(C)C)=O)F N-((5-(2-((2-(difluoromethyl)quinazolin-4-yl)thio)acetyl)thiophen-2-yl)methyl)pivalamide